C1(CCCC1)N(C(=O)C=1NC2=CC=C(C=C2C1C=NO)C)C N-cyclopentyl-3-((hydroxyimino)methyl)-N,5-dimethyl-1H-indole-2-carboxamide